O[C@@]1(C(C=CC=C1NC1COC2(C1)CCN(CC2)S(=O)(=O)C=2C=C(C)C=CC2)S(=O)(=O)N)C (2S)-2-hydroxy-3-(8-(m-toluenesulfonyl)-1-oxa-8-azaspiro[4.5]dec-3-ylamino)-2-methylbenzenesulfonamide